NCCCNCC[Si](OCC)(OCC)OCC N-(3-aminopropyl)-2-aminoethyltriethoxysilane